C(C1=CC=CC=C1)OC(=O)N[C@H]1CN(CC\C=C/C1)C(=O)OCC1=CC=CC=C1 benzyl (R,Z)-3-(((benzyloxy)carbonyl)amino)-3,4,7,8-tetrahydroazocine-1(2H)-carboxylate